OCCN1CCN(CC1)C=1C=C(C=CC1)N1C2=C(C=C3N(C(C=4C=CC=C1C34)=O)C)C=CC=N2 6-(3-(4-(2-hydroxyethyl)piperazin-1-yl)phenyl)-1-methyl-1,6-dihydro-2H-pyrido[3',2':6,7]azepino[4,3,2-cd]isoindol-2-one